(1,3-dichloro-2-propyl) phosphate P(=O)(OC(CCl)CCl)([O-])[O-]